C1(C=CC=C1)[Y](C1C=CC=C1)C1C=CC=C1 tris(cyclopentadienyl)yttrium (III)